Cl.Cl.CN1C(C=CC2=C1N=CN=C2)=O 8-methylpyrido[2,3-d]pyrimidin-7(8H)-one dihydrochloride